FC1=CC(=NC(=N1)C1=CC=C(C=C1)S(=O)(=O)C)NCC=1SC=CN1 6-fluoro-2-(4-(methylsulfonyl)phenyl)-N-(thiazol-2-ylmethyl)pyrimidin-4-amine